N1=NC=C(C=C1)CNCC[C@]1(CCOC2(CCCC2)C1)C1=NC=CC=C1 (pyridazin-4-ylmethyl)({2-[(9R)-9-(pyridin-2-yl)-6-oxaspiro[4.5]decan-9-yl]ethyl})amine